8-(3-chlorophenyl)-4-fluoro-9-(4-((1-(3-fluoropropyl)azetidin-3-yl)methyl)phenyl)-6,7-dihydro-5H-benzo[7]annulene-3-carboxylic acid ClC=1C=C(C=CC1)C=1CCCC2=C(C1C1=CC=C(C=C1)CC1CN(C1)CCCF)C=CC(=C2F)C(=O)O